[K+].C(C)(C)NCC(=O)[O-] N-isopropylglycine potassium salt